[Cu](I)I copper(II) iodide